C1(CC1)C=1C=C(C=CC1)C(=C(C)NC([C@H](C)N1C(OC2=C(C1=O)N=CC=C2OC)=O)=O)C2=CC(=CC=C2)C2CC2 (S)-N-(1,1-bis(3-cyclopropylphenyl)prop-1-en-2-yl)-2-(8-methoxy-2,4-dioxo-2H-pyrido[2,3-e][1,3]oxazin-3(4H)-yl)propanamide